CN1C(C=2N(CC1)C1=C(C2)C(=CC=N1)C=1C=NC=C(C1)C1=CC=C(C=C1)N1C(C[C@H](C1)C)=O)=O (R)-7-methyl-4-(5-(4-(4-methyl-2-oxopyrrolidin-1-yl)phenyl)pyridin-3-yl)-8,9-dihydropyrido[3',2':4,5]pyrrolo[1,2-a]pyrazin-6(7H)-one